CC1=CC=C(C=C1)S(=O)(=O)O methylbenzenesulfonic Acid